C[C@@H]1C[C@@H](OCC1)C1=CC=CC=C1 |r| (2RS,4SR)-4-METHYL-2-PHENYLTETRAHYDRO-2H-PYRAN